N1(CCN(CCN(CCN(CC1)CP(O)(O)=O)CP(O)(O)=O)CP(O)(O)=O)CP(O)(O)=O ((1,4,7,10-Tetraazacyclododecane-1,4,7,10-tetra-yl)tetra(methylene))tetraphosphonic acid